hexamethylenediamine carbamic acid salt C(N)(O)=O.NCCCCCCN